FC(C=1C=C(C=C(C1)C(F)(F)F)[C@@H](C)N(C(=O)N1[C@H](C[C@H](CC1)N1C[C@H]2N(CC1)C(CC2)=O)C2=C(C=C(C=C2)F)C)C)(F)F 2-(R)-(4-Fluoro-2-methyl-phenyl)-4-(S)-((8aS)-6-oxo-hexahydro-pyrrolo[1,2-a]-pyrazin-2-yl)-piperidine-1-carboxylic acid [1-(R)-(3,5-bis-trifluoromethyl-phenyl)-ethyl]-methylamide